Butyl 2-((3-(methoxycarbonyl)-4-methylphenoxy)methyl)pyrrolidine-1-carboxylate COC(=O)C=1C=C(OCC2N(CCC2)C(=O)OCCCC)C=CC1C